C1(C=2C(C(N1CCCC(=O)O)=O)=CC=CC2)=O 4-phthalimidobutyric acid